ClC1=C(C(=CC(=C1)NC([C@@H](COC)C1=CC=C(C=C1)S(=O)(=O)C)=O)Cl)C1=C(C=CC=C1)OC(F)(F)F |r| Racemic-N-(2,6-dichloro-2'-(trifluoromethoxy)-[1,1'-biphenyl]-4-yl)-2-(4-(methylsulfonyl)phenyl)-3-methoxypropionamide